3-Methyl-3-butene-1-ol CC(CCO)=C